2,4-dinitro-p-cresol [N+](=O)([O-])C=1CC(C=CC1O)(C)[N+](=O)[O-]